(1R,2S)-N1-(6-(2,6-dichloro-3,5-dimethoxyphenyl)quinazolin-2-yl)cyclohexane-1,2-diamine ClC1=C(C(=C(C=C1OC)OC)Cl)C=1C=C2C=NC(=NC2=CC1)N[C@H]1[C@H](CCCC1)N